ClC=1C=C(C=CC1)C=CC(C=CC1=C(C=CC=C1)O)=O 1-(3-chlorophenyl)-5-(2-hydroxyphenyl)-1,4-pentadien-3-one